C(C)(C)(C)OC(NC=1NC(=CN1)C1=C(C=CC(=C1)[N+](=O)[O-])F)=O (5-(2-fluoro-5-nitrophenyl)-1H-imidazol-2-yl)carbamic acid tert-butyl ester